1-(Dimethylcarbamoyl)-4-(2-ethylindan-2-yl)-3-methyl-1H-imidazol-3-ium trifluoromethanesulfonate FC(S(=O)(=O)[O-])(F)F.CN(C(=O)N1C=[N+](C(=C1)C1(CC2=CC=CC=C2C1)CC)C)C